4-(4-bromoindazol-2-yl)butan-1-ol BrC=1C2=CN(N=C2C=CC1)CCCCO